6-bromo-8-((1,1,1-trifluoropropan-2-yl)oxy)isoquinolin-1(2H)-one BrC=1C=C2C=CNC(C2=C(C1)OC(C(F)(F)F)C)=O